OC=1N(N=C2CCC(CC12)=O)C1=NC=CC=C1 hydroxy-2-pyridin-2-yl-2,4,6,7-tetrahydroindazol-5-one